1-(4-methoxyphenyl)-7-oxo-6-[2-methyl-4-(2-oxopyrrolidin-1-yl)phenyl]-4,5,6,7-tetrahydro-1H-pyrazolo[3,4-c]pyridine-3-carboxamide COC1=CC=C(C=C1)N1N=C(C2=C1C(N(CC2)C2=C(C=C(C=C2)N2C(CCC2)=O)C)=O)C(=O)N